CC1(C2=CC=CC=C2C=2C=CC(=CC12)N(C1=CC=CC=C1)C1=CC=C(C=C1)C1=CC=C(C=C1)N(C1=CC=2C(C3=CC=CC=C3C2C=C1)(C)C)C1=CC=CC=C1)C 4,4'-bis[N-(9,9-dimethylfluorene-2-yl)-N-phenylamino]biphenyl